NCCCCCCCCN octamethylendiamine